N(=[N+]=[N-])CC1=CC=C2C=CC3=C(NC(CC(N3C=3C=C(C#N)C=CC3)=O)=O)C2=C1 3-(10-(Azidomethyl)-2,4-dioxo-1,2,3,4-tetrahydro-5H-naphtho[1,2-b][1,4]diazepin-5-yl)benzonitrile